ethyl-5-(3-chlorobenzyl)-3-((1-isopropyl-3-phenyl-1H-pyrazole-5-carboxamido)methyl)-4,5-dihydroisoxazole C(C)C1C(=NOC1CC1=CC(=CC=C1)Cl)CNC(=O)C1=CC(=NN1C(C)C)C1=CC=CC=C1